mono-phosphate-Thiainine S1CC=CC=C1.P(=O)(O)(O)O